N1(CCC1)[C@@H]1CC[C@H](CC1)N1N=CC(=C1)[C@@H]1CC[C@H](CC1)C=1N(C(=NN1)CO)C [5-(trans-4-{1-[trans-4-(azetidin-1-yl)cyclohexyl]-1H-pyrazol-4-yl}cyclohexyl)-4-methyl-4H-1,2,4-triazol-3-yl]methanol